5-((5-(2-Oxo-2-(4-(5-(trifluoromethyl)pyrimidin-2-yl)piperazin-1-yl)ethyl)pyrrolidin-2-yl)methoxy)-4-(trifluoromethyl)pyridazin-3(2H)-one O=C(CC1CCC(N1)COC1=C(C(NN=C1)=O)C(F)(F)F)N1CCN(CC1)C1=NC=C(C=N1)C(F)(F)F